8-[(1R)-1-Aminoethyl]-3,6-dimethyl-2-(2-methyltriazol-4-yl)chromen-4-one N[C@H](C)C=1C=C(C=C2C(C(=C(OC12)C1=NN(N=C1)C)C)=O)C